N-(9-((4aR,6R,7R,7aS)-2,2-di-tert-butyl-7-fluorotetrahydro-4H-furo[3,2-d][1,3,2]dioxasilin-6-yl)-9H-purin-6-yl)benzamide C(C)(C)(C)[Si]1(OC[C@@H]2[C@H](O1)[C@H]([C@@H](O2)N2C1=NC=NC(=C1N=C2)NC(C2=CC=CC=C2)=O)F)C(C)(C)C